2-(12,13-difluoro-1,2,3,5,6,7-hexahydrochromeno[2,3-f]pyrido[3,2,1-ij]quinolin-4-ium-9-yl)-5-sulfobenzenesulfonate FC1=CC=C2C(=C3C(=C4CCC[N+]5=C4C(=C3)CCC5)OC2=C1F)C1=C(C=C(C=C1)S(=O)(=O)O)S(=O)(=O)[O-]